methyl-2-vinyl-pyridinium chloride [Cl-].C[N+]1=C(C=CC=C1)C=C